tert-Butyl (3R,7S)-3-methyl-7-(methylcarbamoyl)-9-((S)-1-(4-(methylsulfonyl)phenyl)ethyl)-10-oxo-3,4,7,8,9,10-hexahydropyrido[4',3':3,4]pyrazolo[1,5-a]pyrazine-2(1H)-carboxylate C[C@@H]1CC2=NN3C(C(N(C[C@H]3C(NC)=O)[C@@H](C)C3=CC=C(C=C3)S(=O)(=O)C)=O)=C2CN1C(=O)OC(C)(C)C